FC1(CC1)C(=O)N[C@H](C(=O)N1[C@@H](C[C@H](C1)O)C(=O)NCC1=C(C=C(C=C1)C1=C(N=CS1)C)OCCOCCO)C(C)(C)C (2S,4R)-1-((S)-2-(1-fluorocyclopropanecarboxamido)-3,3-dimethylbutanoyl)-4-hydroxy-N-(2-(2-(2-hydroxyethoxy)ethoxy)-4-(4-methylthiazol-5-yl)benzyl)pyrrolidine-2-carboxamide